Ethyl (2R)-2-{[(1,2,3,5,6,7-hexahydro-s-indacen-4-yl)-carbamoyl]oxy}propanoate C1CCC2=C(C=3CCCC3C=C12)NC(=O)O[C@@H](C(=O)OCC)C